7-((4-(2-methyl-6-(cyclopropylcarbamoyl)pyridin-3-yl)piperazin-1-yl)methyl)-9-fluoropyrrolo[1,2-a]quinoxalin-4(5H)-one CC1=NC(=CC=C1N1CCN(CC1)CC=1C=C2NC(C=3N(C2=C(C1)F)C=CC3)=O)C(NC3CC3)=O